(R)-4-(3-(5-(difluoromethyl)-1,3,4-thiadiazol-2-yl)-6-(N-(1-methylcyclopropyl)sulfamoyl)imidazo[1,5-a]pyridin-8-yl)-N-(oxetan-3-yl)morpholine-2-carboxamide FC(C1=NN=C(S1)C1=NC=C2N1C=C(C=C2N2C[C@@H](OCC2)C(=O)NC2COC2)S(NC2(CC2)C)(=O)=O)F